2-{4-[(3-fluorooxetan-3-yl)methoxy]phenyl}-4-[4-fluoro-2-(2,2,2-trifluoroethoxy)phenyl]-2,3-dihydro-1H-pyrrolo[3,4-c]pyridin-1-one FC1(COC1)COC1=CC=C(C=C1)N1CC=2C(=NC=CC2C1=O)C1=C(C=C(C=C1)F)OCC(F)(F)F